N1C=C(C2=CC=CC=C12)C=1C=C(SC1)C(CC(=O)OC)=O Methyl 3-(4-(1H-indol-3-yl) thiophen-2-yl)-3-oxopropanoate